ClC=1C=C(C=CC1F)C(COC(C(C)(C)C)=O)(C)NC1=NC2=C(N1)C=CC=C2CNC(NC)=O [2-(3-chloro-4-fluoro-phenyl)-2-[[4-[(methylcarbamoylamino) methyl]-1H-benzimidazol-2-yl] amino] propyl]2,2-dimethylpropionate